N-((1S)-2-((6-(((1-(aminomethyl)cyclopropyl)methyl)amino)-6-(methylcarbamoyl)-4,5,6,7-tetrahydrobenzo[b]thiophen-2-yl)amino)-1-cyclohexyl-2-oxoethyl)-1-methyl-1H-pyrazole-5-carboxamide NCC1(CC1)CNC1(CCC2=C(SC(=C2)NC([C@H](C2CCCCC2)NC(=O)C2=CC=NN2C)=O)C1)C(NC)=O